C(CC)(=O)OSC1=C(C(=NC=C1CC(CCCC)CC)NC)Cl 2-ethylhexyl-((3-chloro-2-(methylamino) pyridin-4-yl) thio) propanoate